4-methylbenzenesulfonic acid oxiran-2-ylmethyl ester O1C(C1)COS(=O)(=O)C1=CC=C(C=C1)C